(9Z,11E)-hexadecadien-1-ol C(=CC=CCCCCCCCCCCCC)O